C(C)O[C@H]1C[C@@H](N(CC1)CC1=C2C=CNC2=C(C=C1CC)C)C1=CC=C(C(=O)O)C=C1 4-((2R,4R)-4-ethoxy-1-((5-ethyl-7-methyl-1H-indol-4-yl)methyl)piperidin-2-yl)benzoic acid